C(C1=CC=CC=C1)OC=1C=C(C=CC1OCC1=CC=CC=C1)[C@H]([C@H](C(=O)OCC)Br)O ethyl (2R,3R)-3-(3,4-bis(benzyloxy)phenyl)-2-bromo-3-hydroxypropanoate